(R)-1-(4-(2-(3-bromo-4-((R)-3-chloro-2-hydroxypropoxy)phenyl)propan-2-yl)phenoxy)-3-(piperazin-1-yl)propan-2-ol BrC=1C=C(C=CC1OC[C@H](CCl)O)C(C)(C)C1=CC=C(OC[C@@H](CN2CCNCC2)O)C=C1